2-[2-amino-4-bromo-6-(trifluoromethyl)phenylamino]-2-methyl-1-propanol NC1=C(C(=CC(=C1)Br)C(F)(F)F)NC(CO)(C)C